O=C1NC(CCC1N1C(C2=CC=CC(=C2C1=O)OCC(NCCOCCOCCOCCCS(=O)(=O)[O-])=O)=O)=O 1-((2-(2,6-Dioxopiperidin-3-yl)-1,3-Dioxoisoindolin-4-yl) oxy)-2-oxo-6,9,12-trioxa-3-aza-tetradecan-14-ylmethanesulfonate